3'-methyl-3-(oxiran-2-yl)-4-pentyl-[1,1'-biphenyl]-2,6-diol CC=1C=C(C=CC1)C=1C(=C(C(=CC1O)CCCCC)C1OC1)O